N-(4-hydroxy-6-(thiophene-2-sulfonylamino)benzo[d]thiazol-2-yl)furan-2-carboxamide OC1=CC(=CC2=C1N=C(S2)NC(=O)C=2OC=CC2)NS(=O)(=O)C=2SC=CC2